2-chloro-N-(2-((4,4-difluorocyclohexyl)amino)-2-oxo-1-(pyrazin-2-yl)ethyl)-N-(4-(oxazol-5-yl)phenyl)acetamide ClCC(=O)N(C1=CC=C(C=C1)C1=CN=CO1)C(C(=O)NC1CCC(CC1)(F)F)C1=NC=CN=C1